5-(4-(3,4-dihydro-2H-pyrrol-5-yl)oxazol-2-yl)-N-(3-methyl-4-((1-methyl-1H-benzo[d]imidazol-5-yl)oxy)phenyl)pyrimidin-4-amine N=1CCCC1C=1N=C(OC1)C=1C(=NC=NC1)NC1=CC(=C(C=C1)OC1=CC2=C(N(C=N2)C)C=C1)C